FC(C(=O)O)(F)F.C(#N)C=1C=CC=C2C1NC([C@@]21CN([C@@H](C1)C(=O)N)C([C@H](CC1CC1)NC([2H])([2H])[2H])=O)=O (3R,5'S)-7-cyano-1'-((S)-3-cyclopropyl-2-((methyl-d3)amino)propionyl)-2-oxospiro[indole-3,3'-pyrrolidine]-5'-carboxamide trifluoroacetate